anti-methylenedioxypyrrolepentanone C1OC2=C(NC=C2O1)CCCC(C)=O